Cl.Cl.F[C@H]1CN(CC[C@H]1N)C (3S,4R)-3-Fluoro-1-methyl-piperidin-4-amine dihydrochloride